C(C=C)OC1=C(OC[C@@H](CNC(C)C)O)C=CC=C1 |r| (RS)-1-[2-(Allyloxy)phenoxy]-3-(isopropylamino)propan-2-ol